N1C=NC2=C1C=CC(=C2)N2C(C1=CC=CC=C1[C@@H]2C2=CC(=C(C=C2)OC)OC)=O (S)-2-(1H-Benzo[d]imidazol-5-yl)-3-(3,4-dimethoxyphenyl)isoindolin-1-on